tert-butyl-(1R,2S)-2-[1-(tert-butoxycarbonyl)-3-[(5-chloro-2-cyclopropylpyrimidin-4-yl)amino]indazol-6-yl]-5'-methoxy-2'-oxospiro[cyclopropane-1,3'-indole] C(C)(C)(C)C1=C2[C@]3(C(NC2=CC=C1OC)=O)[C@@H](C3)C3=CC=C1C(=NN(C1=C3)C(=O)OC(C)(C)C)NC3=NC(=NC=C3Cl)C3CC3